cyclohexyltri(n-propoxy)silane C1(CCCCC1)[Si](OCCC)(OCCC)OCCC